FC=1C(=CC2=C(C1)C1(CCC1)N(C(O2)=O)CC2=C(C(=NC=C2)NS(=O)(=O)NC)F)OC=2OC=CN2 6-fluoro-3-{[3-fluoro-2-(methylaminosulfonylamino)-4-pyridyl]methyl}-7-(1,3-oxazol-2-yloxy)-2H,3H-spiro[1,3-benzoxazine-4,1'-cyclobutan]-2-one